ClC1=C(C(=NO1)C)C(=O)NC(C(=O)O)CCN(CCCCC1=NC=2NCCCC2C=C1)CCOCC 2-[(5-chloranyl-3-methyl-isoxazole-4-carbonyl)amino]-4-[2-ethoxyethyl-[4-(5,6,7,8-tetrahydro-1,8-naphthyridin-2-yl)butyl]amino]butanoic acid